FC(C(=O)NC(C#C)C=1C(NC(N([C@H]2C[C@H](O)[C@@H](CO)O2)C1)=O)=O)(F)F 5-(N-trifluoroacetyl-amino-propargyl)-2'-deoxyuridine